OC1=C(C(=O)OCC(C)C)C=CC=C1 ISOBUTYL 2-HYDROXYBENZOATE